azobis(2,4-dimethyl-4-methoxypentanenitrile) N(=NC(C#N)(CC(C)(C)OC)C)C(C#N)(CC(C)(OC)C)C